6-(6-chloro-5-methoxypyridin-3-yl)-4-(6-chloroindolin-1-yl)quinazoline ClC1=C(C=C(C=N1)C=1C=C2C(=NC=NC2=CC1)N1CCC2=CC=C(C=C12)Cl)OC